C1(=CC=CC=C1)N(C(=O)NC1=CC=CC=C1)CC N-phenyl-N-ethylphenyl-urea